N-(1-Benzylpiperidin-3-yl)-4-butoxy-3,5-dimethoxybenzamide C(C1=CC=CC=C1)N1CC(CCC1)NC(C1=CC(=C(C(=C1)OC)OCCCC)OC)=O